butyl-pentaerythritol C(CCC)C(O)C(CO)(CO)CO